tert-butyl (3-(4-bromo-1H-pyrazol-1-yl)bicyclo[1.1.1]pentan-1-yl)carbamate BrC=1C=NN(C1)C12CC(C1)(C2)NC(OC(C)(C)C)=O